C(C)C=1C(=CC=C2C=C(C=C(C12)N1CC=2N=C(N=C(C2CC1)OC)OC[C@]12CCCN2C[C@@H](C1)F)OCOC)F 7-(8-ethyl-7-fluoro-3-(methoxymethoxy)naphthalen-1-yl)-2-(((2R,7aS)-2-fluorohexahydro-1H-pyrrolizin-7a-yl)methoxy)-4-methoxy-5,6,7,8-tetrahydropyrido[3,4-d]pyrimidine